trimethoxyn-propyl-silane COC(CC[SiH3])(OC)OC